BrC=1C=C(C=CC1OC(C(C)C)=O)C1NC(NC(=C1C(=O)OCC)C)=S ethyl 4-(3-bromo-4-(isobutyryloxy)phenyl)-6-methyl-2-thioxo-1,2,3,4-tetrahydropyrimidine-5-carboxylate